N-[6-(2-chloro-5-fluorophenyl)-3-(2,2-difluoroethyl)-6-hydroxy-2-methyl-8-oxo-7,8-dihydro-6H-pyrrolo[4,3-g]indazol-5-yl]-6-fluorobenzothiophene-3-carboxamide ClC1=C(C=C(C=C1)F)C1(NC(C2=C1C(=CC1=C(N(N=C21)C)CC(F)F)NC(=O)C2=CSC1=C2C=CC(=C1)F)=O)O